ClC=1C(=C(NC2=NC=NC3=CC=C(C=C23)[C@]23CN(CCC3C2)C(C=C)=O)C=CC1)F 1-[(1S)-1-[4-(3-chloro-2-fluoro-anilino)quinazolin-6-yl]-3-azabicyclo[4.1.0]heptan-3-yl]prop-2-en-1-one